3-(10-bromoanthracene-9-yl)-1-chlorodibenzofuran BrC1=C2C=CC=CC2=C(C2=CC=CC=C12)C=1C=C(C2=C(OC3=C2C=CC=C3)C1)Cl